N,N-diethylaminoNitrogen C(C)N[N]NCC